C(=O)(OC(C)(C)C)N[C@H](CC1=CN(C=N1)C(=O)OC(C)(C)C)C(=O)O N,N'-bis-BOC-D-histidine